The molecule is a glycoside consisting of D-glyceric acid having an alpha-D-mannosyl-(1->2)-alpha-D-glucosyl residue at the 2-position and a phospho group at the 3-position It is a glycoside, a carboxyalkyl phosphate and a disaccharide derivative. It derives from a D-glyceric acid. It is a conjugate acid of a 2-O-[alpha-D-mannopyranosyl-(1->2)-alpha-D-glucopyranosyl]-3-O-phosphonato-D-glycerate(3-). C([C@@H]1[C@H]([C@@H]([C@@H]([C@H](O1)O[C@@H]2[C@H]([C@@H]([C@H](O[C@@H]2O[C@H](COP(=O)(O)O)C(=O)O)CO)O)O)O)O)O)O